methyl tauryl-sulfonate benzyl-6-[7-(1-phenyl-4-piperidyl)thieno[2,3-d]pyridazin-4-yl]-3,4-dihydro-1H-isoquinoline-2-carboxylate C(C1=CC=CC=C1)OC(=O)N1CC2=CC=C(C=C2CC1)C1=C2C(=C(N=N1)C1CCN(CC1)C1=CC=CC=C1)SC=C2.S(=O)(=O)(CCN)S(=O)(=O)OC